NC=1C2=C(N=CN1)N(C(=C2C2=CC=C(C=C2)OC([2H])([2H])[2H])C2=C(CC1(CCN(CC1)C(C=C)=O)CC2)F)C 1-(9-(4-amino-5-(4-(methoxy-d3)phenyl)-7-methyl-7H-pyrrolo[2,3-d]pyrimidin-6-yl)-8-fluoro-3-azaspiro[5.5]undec-8-en-3-yl)prop-2-en-1-one